(1R,5S)-3-(7-(8-ethynyl-7-fluoro-3-(trifluoromethyl)naphthalen-1-yl)-8-fluoro-2-(4-methylpiperazin-1-yl)pyrido[4,3-d]pyrimidin-4-yl)-8-oxa-3-azabicyclo[3.2.1]octane C(#C)C=1C(=CC=C2C=C(C=C(C12)C1=C(C=2N=C(N=C(C2C=N1)N1C[C@H]2CC[C@@H](C1)O2)N2CCN(CC2)C)F)C(F)(F)F)F